(R)-2-(5-fluoropyridin-2-yl)morpholine FC=1C=CC(=NC1)[C@H]1CNCCO1